2-[(2R)-4-(2-chloro-4-fluorobenzoyl)-2-ethylpiperazin-1-yl]-5-(2-ethoxypyridin-3-yl)-N-[(3R)-pyrrolidin-3-yl]benzamide ClC1=C(C(=O)N2C[C@H](N(CC2)C2=C(C(=O)N[C@H]3CNCC3)C=C(C=C2)C=2C(=NC=CC2)OCC)CC)C=CC(=C1)F